CC(C)(C)OC(=O)C1=CC(=NN1C(C)C)C=O 1,1-Dimethylethyl-3-formyl-1-(1-methylethyl)-1H-pyrazole-5-carboxylate